COC1=C(C=CC(=C1)N(C)C)C1(OC(=O)C2=C(C(=C(C(=C12)Cl)Cl)Cl)Cl)C1=C(C=C(C(=C1)C)Cl)O 3-(2'-methoxy-4'-dimethylaminophenyl)-3-(2'-hydroxy-4'-chloro-5'-methylphenyl)-tetrachlorophthalide